((3R,7aS)-3-(((tert-butyldiphenylsilyl)oxy)methyl)tetrahydro-1H-pyrrolizin-7a(5H)-yl)methanol [Si](C1=CC=CC=C1)(C1=CC=CC=C1)(C(C)(C)C)OC[C@H]1CC[C@@]2(CCCN12)CO